(2S)-2-amino-3,3-dicyclohexyl-N-(2-(2-hydroxypropan-2-yl)-2-(2-oxo-4-(trifluoromethyl)imidazolidin-1-yl)-2,3-dihydro-1H-inden-5-yl)propionamide N[C@H](C(=O)NC=1C=C2CC(CC2=CC1)(N1C(NC(C1)C(F)(F)F)=O)C(C)(C)O)C(C1CCCCC1)C1CCCCC1